FC(N1C2=C(C=3C=CC(=CC13)C=1C=C(C(=NC1)N1CC3(C1)CN(CCC3)CCCOC=3C=C1C(N(C(C1=CC3)=O)C3C(NC(CC3)=O)=O)=O)F)C=NC=C2)F 5-(3-(2-(5-(5-(difluoromethyl)-5H-pyrido[4,3-b]indol-7-yl)-3-fluoropyridin-2-yl)-2,6-diazaspiro[3.5]nonan-6-yl)propoxy)-2-(2,6-dioxopiperidin-3-yl)isoindoline-1,3-dione